C(C1=CC=CC=C1)OC1=C(C=C(C=C1)F)C=1C=CC(=[N+](C1)[O-])C(N[C@H]1CS(C=C1)(=O)=O)=O (R)-5-(2-(benzyloxy)-5-fluorophenyl)-2-((1,1-dioxido-2,3-dihydrothiophen-3-yl)carbamoyl)pyridine 1-oxide